N-(2-((R)-4-Cyanothiazolidin-3-yl)-2-oxoethyl)-6-((S)-3-(hydroxymethyl)pyrrolidin-1-yl)quinoline-4-carboxamide C(#N)[C@H]1N(CSC1)C(CNC(=O)C1=CC=NC2=CC=C(C=C12)N1C[C@H](CC1)CO)=O